2-[(1S,4S,5R)-5-{[5-cyclopropyl-3-(2,6-dichloro-4-methoxyphenyl)-1,2-oxazol-4-yl]methoxy}-2-azabicyclo[2.2.1]heptan-2-yl]-4-fluoro-1,3-benzothiazole-6-carboxylic acid C1(CC1)C1=C(C(=NO1)C1=C(C=C(C=C1Cl)OC)Cl)CO[C@H]1[C@@H]2CN([C@H](C1)C2)C=2SC1=C(N2)C(=CC(=C1)C(=O)O)F